1-(6-(3-methoxyprop-1-yn-1-yl)pyrazin-2-yl)piperidine-4-carbonitrile COCC#CC1=CN=CC(=N1)N1CCC(CC1)C#N